tert-butyl 4-(chloromethyl)-7-methyl-5-(methylsulfonyl)-1H-indole-1-carboxylate ClCC1=C2C=CN(C2=C(C=C1S(=O)(=O)C)C)C(=O)OC(C)(C)C